7,7-dimethoxy-3-methyl-oct-3-ene COC(CCC=C(CC)C)(C)OC